ClC=1C(=C(C(=O)OC)C=C(N1)N1CCS(CC1)(=O)=O)C(=C)OCC methyl 2-chloro-6-(1,1-dioxidothiomorpholino)-3-(1-ethoxyvinyl)isonicotinate